IC1=CC=NC(=C1C(=O)OC)OC methyl 4-iodo-2-methoxynicotinate